(3R,4R)-3-hydroxy-4-(((4-(6-nitro-1H-indol-3-yl)-5-(trifluoromethyl)pyrimidin-2-yl)Amino)methyl)piperidine-1-carboxylic acid tert-butyl ester C(C)(C)(C)OC(=O)N1C[C@@H]([C@H](CC1)CNC1=NC=C(C(=N1)C1=CNC2=CC(=CC=C12)[N+](=O)[O-])C(F)(F)F)O